FC(C1=CC=C(C=C1)N1C[C@@H](CC2=NC=CC=C12)CNC(C=C)=O)(F)F (S)-N-((1-(4-(trifluoromethyl)phenyl)-1,2,3,4-tetrahydro-1,5-naphthyridin-3-yl)methyl)acrylamide